4-(1-Nitropropyl)dihydrofuran [N+](=O)([O-])C(CC)C=1CCOC1